S(=O)(=O)(O)[In].[Ca] calcium sulfoindium